1,2-di(3-pyridyl)-ethylene N1=CC(=CC=C1)C=CC=1C=NC=CC1